1-(thiophen-3-yl)ethan-1-one sodium [Na].S1C=C(C=C1)C(C)=O